(2S,4R)-4-fluoro-N-[(1S)-1-(2-amino-2-oxo-ethyl)-3-pyrimidin-4-yl-prop-2-ynyl]-1-[1-(trifluoromethyl)cyclopropanecarbonyl]pyrrolidine-2-carboxamide F[C@@H]1C[C@H](N(C1)C(=O)C1(CC1)C(F)(F)F)C(=O)N[C@H](C#CC1=NC=NC=C1)CC(=O)N